O=S1(CCN(CC1)C=1SC=C(N1)NC1=NC=C(C(=N1)NCCCN1C(OCCC1)=O)C(F)(F)F)=O 3-(3-((2-((2-(1,1-dioxidothiomorpholino)thiazol-4-yl)amino)-5-(trifluoromethyl)pyrimidin-4-yl)amino)propyl)-1,3-oxazinan-2-one